methyl-N-(piperidin-4-yl)quinolin-2-amine hydrochloride Cl.CC=1C(=NC2=CC=CC=C2C1)NC1CCNCC1